[C].[Mn].[Fe] iron-manganese carbon